1-(4-(4-ethylpiperidin-1-yl)-2-methylphenyl)cyclohexane-1,4-diamine C(C)C1CCN(CC1)C1=CC(=C(C=C1)C1(CCC(CC1)N)N)C